O=C1NN=C(C2=CC=CC=C12)C=1C=C(C=CC1)NS(=O)(=O)NC(OC(C)(C)C)=O tert-butyl (N-(3-(4-oxo-3,4-dihydrophthalazin-1-yl)phenyl)sulfamoyl)carbamate